FC1=CC=CC2=C1N(C(=N2)C=2C(=NON2)N)CC=2N=NC(=CC2)C (7-fluoro-1-((6-methylpyridazin-3-yl)methyl)-benzimidazol-2-yl)-1,2,5-oxadiazol-3-amine